C(CCCCCCCCC(=O)OC1=CC=C2C3=C1O[C@@H]1[C@]34CCN([C@@H]([C@@]4(CCC1=O)O)C2)CC2CC2)(=O)OC2=CC=C1C4=C2O[C@@H]2[C@]43CCN([C@@H]([C@@]3(CCC2=O)O)C1)CC1CC1 bis((4R,4aS,7aR,12bS)-3-(cyclopropylmethyl)-4a-hydroxy-7-oxo-2,3,4,4a,5,6,7,7a-octahydro-1H-4,12-methanobenzofuro[3,2-e]isoquinolin-9-yl) decanedioate